N1=CC(=CC=C1)NC1=NOC2=C1C(=CC=C2)OCCCC2CCN(CC2)C(=O)OC(C)(C)C Tert-Butyl 4-(3-((3-(pyridin-3-ylamino)benzo[d]isoxazol-4-yl)oxy)propyl)piperidine-1-carboxylate